FC(C1=C(C=CC(=N1)C(=O)NC)N1CCN(CC1)CC=1C(=C2NC(C(=NC2=CC1)C)=O)F)F 6-(Difluoromethyl)-5-[4-[(5-fluoro-2-methyl-3-oxo-4H-quinoxalin-6-yl)methyl]piperazin-1-yl]-N-methyl-pyridine-2-carboxamide